5-(dimethylamino)-2,2-dimethyl-pentanoic acid CN(CCCC(C(=O)O)(C)C)C